Mono(6,15-dimethyl-7,16-diphenylnaphtho[2,1,8-mna]naphtho[2',1',8':4,5,6]-quinolino[3,2-i]acridine-6,15-diium) mono(trifluoromethanesulfonate) FC(S(=O)(=O)[O-])(F)F.C[N+]=1C2=CC=C3C4=C2C(=C2C(=C5C(=C(C12)C1=CC=CC=C1)C1=C2C6=C(C=CC2=[N+]5C)C=CC=C6C=C1)C1=CC=CC=C1)C=CC4=CC=C3